stearyl lysinate dimesylate S(C)(=O)(=O)O.S(C)(=O)(=O)O.N[C@@H](CCCCN)C(=O)OCCCCCCCCCCCCCCCCCC